N1=C(C=CC=C1)CN1C=C(C2=CC=CC=C12)C(=O)NC1(CC1)C(=O)O 1-[1-(pyridin-2-ylmethyl)-1H-indole-3-carboxamido]cyclopropane-1-carboxylic acid